C1(=CC=CC=C1)C(OCCN(CCO)C)C1=CC=CC=C1 2-((2-(diphenylmethoxy)ethyl)(methyl)amino)ethanol